2,3,6,7-anthracenetetracarboxylic acid tetramethyl ester COC(=O)C1=CC2=CC3=CC(=C(C=C3C=C2C=C1C(=O)OC)C(=O)OC)C(=O)OC